((1R,3S)-3-allyl-2,2-difluoro-1-methylcyclopropyl)methyl acetate C(C)(=O)OC[C@@]1(C([C@H]1CC=C)(F)F)C